[Si](C)(C)(C(C)(C)C)OC1=CC=C(C=C1)C(C(C)N1CCC(CC1)CC(=O)OCC)=O ethyl 2-(1-(1-(4-((tert-butyldimethylsilyl)oxy)phenyl)-1-oxopropan-2-yl)piperidin-4-yl)acetate